FC(C=1C=C(C=CC1)S(=O)(=O)NC1=CC=C(C=C1)S(NC1=C(C(=CC=C1)Cl)C)(=O)=O)(F)F 3-trifluoromethyl-N-(4-(N-(3-chloro-2-methylphenyl)sulfamoyl)phenyl)benzenesulfonamide